2-(1-benzhydryl-piperidin-4-yl)-6-bromo-3,4-dihydroisoquinolin-1(2H)-one C(C1=CC=CC=C1)(C1=CC=CC=C1)N1CCC(CC1)N1C(C2=CC=C(C=C2CC1)Br)=O